2-amino-3-chloro-5-(trifluoromethyl)benzonitrile NC1=C(C#N)C=C(C=C1Cl)C(F)(F)F